C(C1=CC=CC=C1)N1C(=NC2=C1C=CC=C2)C=2C=C(C=CC2)C 1-benzyl-2-(m-tolyl)-benzo[d]imidazole